(3S)-3-{[5-amino-1-({2-methoxy-5-[(4-methylpiperazin-1-yl)methyl]phenyl}methyl)-1H-pyrazolo[4,3-d]pyrimidin-7-yl]amino}pentan-1-ol NC=1N=C(C2=C(N1)C=NN2CC2=C(C=CC(=C2)CN2CCN(CC2)C)OC)N[C@H](CCO)CC